1,3-bis(4-cyanatophenyl)-2-propen-1-one O(C#N)C1=CC=C(C=C1)C(C=CC1=CC=C(C=C1)OC#N)=O